CC(O)OC.CC(O)OC.CC(O)OC.[Pr] Praseodymium methoxyethoxide